N1CCC(CC1)N1N=C(C2=CC=CC=C12)N1C(NC(CC1)=O)=O 1-(1-(piperidin-4-yl)-1H-indazol-3-yl)dihydropyrimidine-2,4(1H,3H)-dione